ClC=C(C(C(C(F)F)(F)F)(F)F)F 1-chloro-2,3,3,4,4,5,5-heptafluoro-1-pentene